tert-butyl 2-[1-[4-[(2,6-dioxo-3-piperidyl)amino]phenyl]-4-piperidyl]-2,2-difluoro-acetate O=C1NC(CCC1NC1=CC=C(C=C1)N1CCC(CC1)C(C(=O)OC(C)(C)C)(F)F)=O